6-bromo-1,4-dichloro-xanthen-9-one BrC=1C=C2OC=3C(=CC=C(C3C(C2=CC1)=O)Cl)Cl